2-(7-phenyl-2,7-diazaspiro[4.4]nonan-2-yl)pyridine-4-carboxylic acid C1(=CC=CC=C1)N1CC2(CCN(C2)C2=NC=CC(=C2)C(=O)O)CC1